FC([C@H](C1=CN(C2=CC(=CC=C12)C=1C(=NC=CC1)C(F)(F)F)CC(C)(C)C)N[S@@](=O)C(C)(C)C)F (S)-N-((S)-2,2-difluoro-1-(1-neopentyl-6-(2-(trifluoromethyl)pyridin-3-yl)-1H-indol-3-yl)ethyl)-2-methylpropane-2-sulfinamide